2-(4-cyclopropyl-6-methoxy-pyrimidin-5-yl)-7-(2-methylsulfonylethyl)-6-[[4-[1-methyl-4-(trifluoromethyl)imidazol-2-yl]phenyl]methoxy]purine C1(CC1)C1=NC=NC(=C1C1=NC(=C2N(C=NC2=N1)CCS(=O)(=O)C)OCC1=CC=C(C=C1)C=1N(C=C(N1)C(F)(F)F)C)OC